C(=O)C=1C=C(C=CC1)S(=O)(=O)[O-] 3-formylbenzenesulfonate